COC1=CC=CC=C1O ortho-guaiacol